Cl.NC1CCN(CC1)C=1N(C(C(=C(N1)C1=CC=C(C=C1)C#N)C1=CC=C(OCCCCCCCCC(=O)NO)C=C1)=O)C 9-(4-(2-(4-aminopiperidin-1-yl)-4-(4-cyanophenyl)-1-methyl-6-oxo-1,6-dihydropyrimidin-5-yl)phenoxy)-N-hydroxynonanamide hydrochloride